6'-chloro-1',2'-dihydrospiro[piperidine-4,3'-pyrrolo[3,2-c]pyridine]-1-carboxylic acid tert-butyl ester C(C)(C)(C)OC(=O)N1CCC2(CNC3=C2C=NC(=C3)Cl)CC1